(S)-1'-(4-(4-(Dimethoxymethyl)piperidin-1-yl)phenyl)-3',4'-dihydro-1'H-spiro[cyclobutane-1,2'-naphthalen]-6'-ol COC(C1CCN(CC1)C1=CC=C(C=C1)[C@@H]1C2(CCC3=CC(=CC=C13)O)CCC2)OC